4-(piperazin-1-yl)piperidine-1-carboxylic acid benzyl ester C(C1=CC=CC=C1)OC(=O)N1CCC(CC1)N1CCNCC1